C(C)(C)(C)OC(=O)N1C(CCC1)C=1C=C(C=C2CCN(CC12)C)Cl 2-(6-chloro-2-methyl-1,2,3,4-Tetrahydroisoquinolin-8-yl)pyrrolidine-1-carboxylic acid tert-butyl ester